NCC=1C=C(C=CC1)C=1C=C(C2=C(C(=C(O2)C(=O)O)COC2=C(C=CC=C2)CC(=O)O)C1)C1=CC(=CC=C1)CN 5,7-bis(3-(aminomethyl)phenyl)-3-((2-(carboxymethyl)phenoxy)methyl)benzofuran-2-carboxylic acid